CC1=C(C=C(C(=O)NC=2C=NC=C(C2)C(F)(F)F)C=C1)NC1=NC=CC=C1C1=C2N=CN(C2=NC=N1)C1OCCCC1 4-methyl-3-((3-(9-(tetrahydro-2H-pyran-2-yl)-9H-purin-6-yl)pyridin-2-yl)amino)-N-(5-(trifluoromethyl)pyridin-3-yl)benzamide